4-amino-7-fluoro-N,1-dimethyl-N-(4-(trifluoromethyl)benzyl)-1H-pyrazolo[4,3-c]quinoline-8-carboxamide NC1=NC=2C=C(C(=CC2C2=C1C=NN2C)C(=O)N(CC2=CC=C(C=C2)C(F)(F)F)C)F